3-carbamoyl-4,5-dimethoxybenzoate C(N)(=O)C=1C=C(C(=O)[O-])C=C(C1OC)OC